5-methyl-N-(6-methoxy-2-(2-fluorophenyl)-5-benzimidazolyl)-1,3,4-thiadiazole-2-amine CC1=NN=C(S1)NC1=CC2=C(N=C(N2)C2=C(C=CC=C2)F)C=C1OC